7-undecen CCCCCCC=CCCC